FC1=C(C=C(C(=C1)C(=O)OC)C=O)N1CCN(CC1)C(=O)OC(C)(C)C Tert-butyl 4-[2-fluoro-5-formyl-4-(methoxycarbonyl)phenyl]piperazine-1-carboxylate